C1(=CC=C(C=C1)C=1CCC(N1)C)C1=CC=CC=C1 5-([1,1'-biphenyl]-4-yl)-2-methyl-3,4-dihydro-2H-pyrrole